1H-[1,3]oxazolo[4,3-c][1,4]oxazin-3-one C1OC(N2C1=COC=C2)=O